N-(4-(N,N-bis(4-methoxybenzyl)sulfamoyl)-2-(2,2-difluoroethyl)-2H-indazol-6-yl)-2-(2-chlorophenyl)acetamide COC1=CC=C(CN(S(=O)(=O)C=2C3=CN(N=C3C=C(C2)NC(CC2=C(C=CC=C2)Cl)=O)CC(F)F)CC2=CC=C(C=C2)OC)C=C1